C(C)(C)(C)C1=CC(=NC=C1)N1C2=CC=CC=C2C=2C=CC(=CC12)OC=1C=C(C=CC1)N1C=[N+](C=C1OC1=CC=CC=C1)C 1-(3-((9-(4-(tert-butyl)pyridin-2-yl)-9H-carbazol-2-yl)oxy)phenyl)-3-methyl-5-phenoxy-1H-imidazol-3-ium